3-((dimethylamino)methylene)-2-methyl-4-oxopyrrolidine-1-carboxylic acid tert-butyl ester C(C)(C)(C)OC(=O)N1C(C(C(C1)=O)=CN(C)C)C